C1(=CC=CC=C1)C1OC[C@@H]2[C@@H](O1)C[C@H](CO2)O (4aR,7R,8aS)-2-phenyl-4,4a,6,7,8,8a-hexahydropyrano[3,2-d][1,3]dioxin-7-ol